COC1=C(C=C(C=C1)N1C(N(CCC1)CC1=C(C=C(C=C1)B1OC(C(O1)(C)C)(C)C)OC)=O)OCCCCC 1-(4-methoxy-3-(pentyloxy)phenyl)-3-(2-methoxy-4-(4,4,5,5-tetramethyl-1,3,2-dioxaborolan-2-yl)benzyl)tetrahydropyrimidin-2(1H)-one